BrC=1C(=C(OCCOC2CCN(CC2)C(=O)OC(C)(C)C)C=CC1)C tert-butyl 4-(2-(3-bromo-2-methylphenoxy)ethoxy)piperidine-1-carboxylate